nicotinic acid calcium salt [Ca+2].C(C1=CN=CC=C1)(=O)[O-].C(C1=CN=CC=C1)(=O)[O-]